[O].[Ti].[Zr].[Li] lithium zirconium titanium oxygen